5-(1H-imidazol-1-yl)-2-(6-(((1R,3s,5S)-8-methyl-8-azabicyclo[3.2.1]octan-3-yl)oxy)pyridazin-3-yl)phenol N1(C=NC=C1)C=1C=CC(=C(C1)O)C=1N=NC(=CC1)OC1C[C@H]2CC[C@@H](C1)N2C